C1(CCCCC1)NC(=O)C=1C(NC(=C(C1O)C)C)=O N-cyclohexyl-4-hydroxy-5,6-dimethyl-2-oxo-1H-pyridine-3-carboxamide